4-[2-(2,4,6-Trifluorophenoxymethyl)phenyl]piperidine hydrochloride Cl.FC1=C(OCC2=C(C=CC=C2)C2CCNCC2)C(=CC(=C1)F)F